ethyl 4-(4-chloro-5-((2-(chloromethyl) allyl) oxy)-6-methoxyisoindolin-2-yl)-4-oxobutyrate ClC1=C2CN(CC2=CC(=C1OCC(=C)CCl)OC)C(CCC(=O)OCC)=O